N1C[C@H](CC1)C(=O)N[C@@H](C(C)C)C(=O)[O-] ((S)-pyrrolidine-3-carbonyl)-L-valinate